CC=1C(=C(C=C(C1)C(F)(F)F)O)C=1C=CC=2C(N1)=NN(C2)C[C@H]2CN(CC2)C (R)-3-methyl-2-(2-((1-methylpyrrolidin-3-yl)-methyl)-2H-pyrazolo[3,4-b]pyridin-6-yl)-5-(trifluoro-methyl)phenol